tert-butyl (12aR)-9-bromo-7-[2-(dimethylamino)ethoxy]-10-fluoro-3,4,12,12a-tetrahydro-6H-pyrazino[2,1-c][1,4]benzoxazepine-2(1H)-carboxylate BrC1=C(C2=C(CN3[C@@H](CO2)CN(CC3)C(=O)OC(C)(C)C)C(=C1)OCCN(C)C)F